(Z)-1-(2-fluoro-4-(1-(4-(perfluoroethyl)phenyl)-1H-1,2,4-triazol-3-yl)phenyl)-3-(3-(1-methyl-1H-indol-4-yl)-4-oxothiazolidin-2-ylidene)urea FC1=C(C=CC(=C1)C1=NN(C=N1)C1=CC=C(C=C1)C(C(F)(F)F)(F)F)NC(=O)\N=C\1/SCC(N1C1=C2C=CN(C2=CC=C1)C)=O